2,5-dibromo-1,4-dihydroxybenzene BrC1=C(C=C(C(=C1)O)Br)O